N-(4-((1,3-dimethyl-1H-pyrazol-5-yl)methyl)-2,6-dimethylbenzoyl)-O-(4-(5,6,7,8-tetrahydro-1,8-naphthyridin-2-yl)butyl)homoserin CN1N=C(C=C1CC1=CC(=C(C(=O)N[C@@H](CCOCCCCC2=NC=3NCCCC3C=C2)C(=O)O)C(=C1)C)C)C